N-[5-(1H-benzimidazol-2-yl)-1-methyl-pyrazol-3-yl]-2-methyl-6-(4-methylpiperazin-1-yl)pyridine-3-carboxamide N1C(=NC2=C1C=CC=C2)C2=CC(=NN2C)NC(=O)C=2C(=NC(=CC2)N2CCN(CC2)C)C